C(C1=CC=CC=C1)OC1=CC=C(C=C2N=C(OC2=O)C2=CC=C(C=C2)C(C)(C)C)C=C1 4-(4-(benzyloxy)benzylidene)-2-(4-(tert-butyl)phenyl)oxazol-5(4H)-one